COC1=NC=CC(=C1)C=1C=C(C=CC1)NC1=NC=CC=N1 N-(3-(2-methoxypyridin-4-yl)phenyl)pyrimidin-2-amine